FC1=C(C(=CC2=C1C[C@@H](CS2)NCC2CCC(CC2)C(F)(F)F)O)N2CC(NS2(=O)=O)=O 5-[(3S)-5-fluoro-7-hydroxy-3-({[4-(trifluoromethyl)cyclohexyl]methyl}amino)-3,4-dihydro-2H-1-benzothiopyran-6-yl]-1λ6,2,5-thiadiazolidine-1,1,3-trione